[F-].C(C=C)N1CN(C=C1)C 1-Allyl-3-methylimidazole fluoride